COC(=O)[C@H]1N(C[C@@H](C1)O[Si](C1=CC=CC=C1)(C1=CC=CC=C1)C(C)(C)C)CC1=CC=CC=C1.COC1=CC=C(C=C1)C1=CC(=C2C=CC3=C(C=C(C4=CC=C1C2=C34)C3=CC=C(C=C3)OC)C3=CC=C(C=C3)OC)C3=CC=C(C=C3)OC 1,3,6,8-tetrakis(p-methoxyphenyl)pyrene methyl-(2S,4R)-1-benzyl-4-((tert-butyldiphenylsilyl)oxy)pyrrolidine-2-carboxylate